CC1=CC=C(C=CC(=O)N)C=C1 4-methyl-cinnamic acid amide